1,1-bis(methylthio)-2-nitrosoethylene CSC(=CN=O)SC